FC1CN(CC1)C(CC1=C(C=2C=3CCCOC3C(=C(C2OC1=O)C=O)O)C)=O 2-(2-(3-fluoropyrrolidin-1-yl)-2-oxoethyl)-6-hydroxy-1-methyl-3-oxo-3,8,9,10-tetrahydropyrano[3,2-f]chromene-5-carbaldehyde